4-({[(2-methylpropan-2-yl)oxy]carbonyl}amino)-5-nitro-2-(6-azaspiro[2.5]oct-6-yl)benzoic acid CC(C)(C)OC(=O)NC1=CC(=C(C(=O)O)C=C1[N+](=O)[O-])N1CCC2(CC2)CC1